N1C[C@@H](CC1)C=1C=NNC1 (S)-4-(pyrrolidin-3-yl)-1H-pyrazole